4-(4-((4-((4-methylpiperazin-1-yl)sulfonyl)benzyl)oxy)phenyl)-N-(3-phenoxypropyl)-1H-imidazole-1-carboxamide CN1CCN(CC1)S(=O)(=O)C1=CC=C(COC2=CC=C(C=C2)C=2N=CN(C2)C(=O)NCCCOC2=CC=CC=C2)C=C1